1,3,5-tris[3-(isocyanatomethyl)phenyl]-1,3,5-triazine-2,4,6(1H,3H,5H)-trione N(=C=O)CC=1C=C(C=CC1)N1C(N(C(N(C1=O)C1=CC(=CC=C1)CN=C=O)=O)C1=CC(=CC=C1)CN=C=O)=O